1,3-di(4-fluorobenzoyl)benzene [4-[(E)-3-[2-(2,4-diaminophenyl)ethoxy]-3-oxo-prop-1-enyl]phenyl]4-pentylcyclohexanecarboxylate NC1=C(C=CC(=C1)N)CCOC(/C=C/C1=CC=C(C=C1)OC(=O)C1CCC(CC1)CCCCC)=O.FC1=CC=C(C(=O)C2=CC(=CC=C2)C(C2=CC=C(C=C2)F)=O)C=C1